C(C)OC1=NC(=NC=C1C(NC=1C=C(C=2N(C1)C=C(N2)C)F)=O)C2CN(CC2)C(=O)OC(C)(C)C tert-butyl 3-[4-ethoxy-5-(8-fluoro-2-methylimidazo[1,2-a]pyridin-6-ylcarbamoyl)-pyrimidin-2-yl]pyrrolidine-1-carboxylate